ClC1=C(C=CC(=C1C=1C(=CC=2C3=C(N=CC2C1)NN=C3C3CC3)OC)F)NS(=O)(=O)CCCF N-(2-chloro-3-(1-cyclopropyl-8-methoxy-3H-pyrazolo[3,4-c]isoquinolin-7-yl)-4-fluorophenyl)-3-fluoropropane-1-sulfonamide